10,13-dimethyl-17-((R)-6-methylheptan-2-yl)hexadecahydro-1H-cyclopenta[a]phenanthren-3-yl (2-(dimethylamino)ethyl)carbamate CN(CCNC(OC1CCC2(C3CCC4(C(CCC4C3CCC2C1)[C@H](C)CCCC(C)C)C)C)=O)C